7-bromo-6-(difluoromethyl)-3,4-dihydro-2H-benzo[b][1,4]oxazine BrC=1C(=CC2=C(OCCN2)C1)C(F)F